(2S)-4-[[3-[[5-[(1S)-1-hydroxyethyl]-1,3,4-oxadiazol-2-yl]amino]-2,5-dimethyl-phenyl]methyl]-2-methyl-piperazine-1-carboxylic acid tert-butyl ester C(C)(C)(C)OC(=O)N1[C@H](CN(CC1)CC1=C(C(=CC(=C1)C)NC=1OC(=NN1)[C@H](C)O)C)C